2-[4-[3-[1-(5-chloropyrimidin-2-yl)-4-piperidyl]propoxy]-2-fluoro-phenyl]-1-[3-[[[2,3-dihydroxy-2-(hydroxymethyl)propyl]amino]methyl]azetidin-1-yl]ethanone ClC=1C=NC(=NC1)N1CCC(CC1)CCCOC1=CC(=C(C=C1)CC(=O)N1CC(C1)CNCC(CO)(CO)O)F